FC(C=1C(=C(CNS(=O)C(C)(C)C)C=CC1)F)F N-(3-(difluoromethyl)-2-fluorobenzyl)-2-methylpropane-2-sulfinamide